FC=1C=C(C=CC1F)NC(=O)C=1N(C=C2C1OC[C@@H]1[C@@H](NS2(=O)=O)CCC1)C (5aS,8aS)-N-(3,4-Difluorophenyl)-2-methyl-5a,6,7,8,8a,9-hexahydro-2H,5H-cyclopenta[f]pyrrolo[3,4-b][1,4,5]oxathiazocin-1-carboxamid-4,4-dioxid